N-(4-(2,5-difluorophenyl)-2-morpholinopyridin-3-yl)-2-methoxy-4-meth-ylbenzamide FC1=C(C=C(C=C1)F)C1=C(C(=NC=C1)N1CCOCC1)NC(C1=C(C=C(C=C1)C)OC)=O